OCCC[Si](O[Si](C)(C)CCCO)(C)C bis(3-hydroxypropyl)-1,1,3,3-tetramethyldisiloxane